C(C(CS)C(=O)O)S The molecule is a sulfur-containing carboxylic acid consisting of isobutyric acid having mercapto substituents on both beta-carbons. It is a dithiol and a sulfur-containing carboxylic acid. It derives from a propionic acid. It is a conjugate acid of a 3-mercapto-2-mercaptomethylpropanoate(1-).